13-Bromo-5-(difluoromethoxy)-14-hydroxy-19-methoxy-16,16-dioxo-9-oxa-16λ6-thia-4,17,20-triazatetracyclo[16.3.1.111,15.02,7]tricosa-1(21),2(7),3,5,11,13,15(23),18(22),19-nonaen-10-one BrC=1C=C2C(OCC=3C=C(N=CC3C3=CN=C(C(NS(C(C1O)=C2)(=O)=O)=C3)OC)OC(F)F)=O